C(CCC)N(C(=O)OCC1=C(C=NN1C)C1=CC=C(C=N1)OC1CCCCC1)C (1S,3S)-3-((6-(5-(((Butyl(methyl)carbamoyl)oxy)methyl)-1-methyl-1H-pyrazol-4-yl)pyridin-3-yl)oxy)cyclohexan